O[C@H](C(=O)N1C[C@@H]2[C@H](C1)CC(C2)NC2=C1C(=NC=C2C=2SC3=C(N2)CCC3C(=O)NC)NC=C1)C 2-(4-(((3aR,5R,6aS)-2-((S)-2-hydroxypropanoyl)octahydrocyclopenta[c]pyrrol-5-yl)amino)-1H-pyrrolo[2,3-b]pyridin-5-yl)-N-methyl-5,6-dihydro-4H-cyclopenta[d]thiazole-6-carboxamide